((1S,4R)-4-(2-amino-6-methoxy-9H-purin-9-yl)cyclopent-2-en-1-yl)methanol NC1=NC(=C2N=CN(C2=N1)[C@H]1C=C[C@H](C1)CO)OC